NC=1C(=NC(=CC1)OC)OC[C@@H]1N(C2CC2C1)C(=O)OC(C)(C)C tert-butyl (3R)-3-{[(3-amino-6-methoxypyridin-2-yl)oxy]methyl}-2-azabicyclo[3.1.0]hexane-2-carboxylate